(5Z)-2-[(3-Fluoro-1-adamantyl)amino]-3-methyl-5-[(3-methylbenzimidazol-5-yl)methylene]imidazol-4-one FC12CC3(CC(CC(C1)C3)C2)NC2=N\C(\C(N2C)=O)=C/C2=CC3=C(N=CN3C)C=C2